N(=C=O)CCCC[Si](OCC)(OCC)CC 4-Isocyanatobutyl-ethyldiethoxysilane